C(C)(C)C1=CCC(CC1)(C)SCCCCCCCC (4-isopropyl-1-methylcyclohex-3-en-1-yl)(octyl)sulfane